DIOXAPHOSPHINANE O1OPCCC1